CC1=NC=CC(=C1)C=1C=C2N(C=NC(=C2)N)C1 6-(2-Methylpyridin-4-yl)pyrrolo[1,2-c]pyrimidin-3-amine